ONC(\C=C\C1=CC(=CC=C1)S(=O)(=O)NC1=CC=CC=C1)=O (2E)-N-hydroxy-3-[3-(phenylaminosulfonyl)phenyl]prop-2-enamide